[6-(2-Cyclopentyloxy-pyridin-3-yl)-naphthalen-2-yloxy]-Ethyl acetate C(C)(=O)OCCOC1=CC2=CC=C(C=C2C=C1)C=1C(=NC=CC1)OC1CCCC1